Cis-tert-butyl N-{5-azaspiro[2.4]heptan-1-yl}carbamate C1(CC12CNCC2)NC(OC(C)(C)C)=O